4Z-hexadecenyl-sn-glycero-3-phosphocholine C(=CCCCCCCCCCCCCCC)C(OP(OC[C@@H](CO)O)(=O)[O-])C[N+](C)(C)C